2-methyl-2,4,5,6-tetrahydrocyclopenta[c]pyrazole-3-carboxylic acid CN1N=C2C(=C1C(=O)O)CCC2